(1-methyl-1H-pyrazol-4-yl)-1-(6-methyl-4-(trifluoromethyl)pyridin-2-yl)pyrrolidine-2,4-dicarboxamide CN1N=CC(=C1)C1(N(CC(C1)C(=O)N)C1=NC(=CC(=C1)C(F)(F)F)C)C(=O)N